C1(CC1)N(C1=C(C(=NC=N1)N[C@@H](CC(=O)O)C1=CC=CC=C1)F)CC1=CC=C(C=C1)C(F)(F)F (3S)-3-[[6-[cyclopropyl-[[4-(trifluoromethyl)phenyl]methyl]amino]-5-fluoro-pyrimidin-4-yl]amino]-3-phenyl-propanoic acid